4-[([1-methyl-5-[2-phenylethenyl]pyrazolo[4,3-d]pyrimidin-7-yl]amino)methyl]-phenylboronic acid CN1N=CC=2N=C(N=C(C21)NCC2=CC=C(C=C2)B(O)O)C=CC2=CC=CC=C2